2,2,2-Trifluoro-N-[4'-(4-methoxybenzyl)-4',5'-dihydro-3'H-spiro[cyclopropane-1,2'-pyrido[2,3-f][1,4]oxazepin]-7'-yl]acetamide FC(C(=O)NC=1C=CC2=C(CN(CC3(O2)CC3)CC3=CC=C(C=C3)OC)N1)(F)F